N'-[(2S,3R)-2-[(4'-bromo-2,3'-difluoro-[1,1'-biphenyl]-3-yl)methyl]-4,4-difluoro-1-(1-hydroxycyclobutane-1-carbonyl)-pyrrolidin-3-yl]-N,N-dimethylsulfuric diamide BrC1=C(C=C(C=C1)C1=C(C(=CC=C1)C[C@@H]1N(CC([C@@H]1NS(N(C)C)(=O)=O)(F)F)C(=O)C1(CCC1)O)F)F